3-(tert-Butyldimethylsilanyloxy)cyclobutanecarbonitrile [Si](C)(C)(C(C)(C)C)OC1CC(C1)C#N